C(C)(C)(C)OC(=O)N1C=C(C2=CC=CC=C12)C(NC=1C=NC(=C(C1)C=1C=NC2=CC(=NC=C2C1)NC)C)=O 3-((6-methyl-5-(7-(methylamino)-1,6-naphthyridin-3-yl)pyridin-3-yl)carbamoyl)-1H-indole-1-carboxylic acid tert-butyl ester